C(C1=CC=CC=C1)N1CC2CC3C=CC2(C1C(=O)NC1CCCCC1)O3 2-Benzyl-N-cyclohexyl-1,2,3,6,7,7a-hexahydro-3a,6-epoxyisoindole-3-carboxamide